3-((4-(5-chloro-3-methyl-2-((2,6,6-trimethylmorpholin-2-yl)methyl)phenyl)pyrrolo[2,1-f][1,2,4]triazin-6-yl)methyl)-6,6-dimethyl-3-azabicyclo[3.1.0]hexane-2,4-dione ClC=1C=C(C(=C(C1)C1=NC=NN2C1=CC(=C2)CN2C(C1C(C1C2=O)(C)C)=O)CC2(CNCC(O2)(C)C)C)C